N-(4-fluoro-3-methylphenyl)-5-(2-((3-(hydroxymethyl)tetrahydrofuran-3-yl)amino)-2-oxoacetyl)-1,2,4-trimethyl-1H-pyrrole-3-carboxamide FC1=C(C=C(C=C1)NC(=O)C1=C(N(C(=C1C)C(C(=O)NC1(COCC1)CO)=O)C)C)C